ClC1=CC=C(OCCCCCCN/C(=N\C#N)/NC2=CC=NC=C2)C=C1 (E)-1-[6-(4-chlorophenoxy)hexyl]-2-cyano-3-(pyridin-4-yl)guanidine